C1(CC1)S(=O)(=O)N1N=CC(=C1)C1=NC=CC(=N1)C1(NC=C(C(=C1)NC(C)C)C#CC=1N=C(SC1)C)N 2-(2-(1-(Cyclopropylsulfonyl)-1H-pyrazol-4-yl)pyrimidin-4-yl)-N4-isopropyl-5-((2-methylthiazol-4-yl)ethynyl)pyridine-2,4-diamine